BrC1=CC2=C(C(NC[C@H](O2)CO)=O)C=C1 (S)-8-bromo-2-(hydroxymethyl)-3,4-dihydrobenzo[f][1,4]oxazepin-5(2H)-one